C(CC\C=C/CC\C=C\CC=C)O (4z,8e)-dodeca-4,8,11-trien-1-ol